6,7-dimethoxy-2-methyl-N-{(1R)-1-[3-(1H-pyrazol-3-yl)-phenyl]ethyl}-quinazolin-4-amine COC=1C=C2C(=NC(=NC2=CC1OC)C)N[C@H](C)C1=CC(=CC=C1)C1=NNC=C1